allyl-undecylether C(C=C)OCCCCCCCCCCC